1,2-dimethyl-piperazine CN1C(CNCC1)C